(2R)-1-(propan-2-yl)pyrrolidine-2-carboxylic acid CC(C)N1[C@H](CCC1)C(=O)O